OCCOC1CCC(CC1)NC(OC(C)(C)C)=O Tert-butyl ((1r,4r)-4-(2-hydroxyethoxy)cyclohexyl)carbamate